2-(6-methoxy-2-methylindol-5-yl)-6-(1-methylpiperidin-4-yl)-1,5-naphthyridine COC1=C(C=C2C=C(NC2=C1)C)C1=NC2=CC=C(N=C2C=C1)C1CCN(CC1)C